S(=O)=NC(C)=O N-sulfinyl-acetamide